N-(2-amino-4-(4-(trifluoromethyl)phenethyl)phenyl)-2,3-difluorooctanamide NC1=C(C=CC(=C1)CCC1=CC=C(C=C1)C(F)(F)F)NC(C(C(CCCCC)F)F)=O